3'-[5-(2,5-dimethylphenyl)-1,2,4-oxadiazol-3-yl]-2',2'-difluoro-3-azaspiro[bicyclo[3.2.1]octane-8,1'-cyclopropane]-3-sulfonamide CC1=C(C=C(C=C1)C)C1=NC(=NO1)C1C(C12C1CN(CC2CC1)S(=O)(=O)N)(F)F